2-(3'-tert-butyl-5'-(2-methoxycarbonylethyl)-2'-hydroxyphenyl)-benzotriazole C(C)(C)(C)C=1C(=C(C=C(C1)CCC(=O)OC)N1N=C2C(=N1)C=CC=C2)O